NC1=C(C=CC(=C1)S(=O)(=O)N1CCN(CCC1)C)NC(=O)C=1C=NC2=CC=CN=C2C1 N-(2-amino-4-(4-methyl-1,4-diazepan-1-ylsulfonyl)phenyl)-1,5-naphthyridine-3-carboxamide